C(C)(C)NC(=S)OCC isopropyl-thiourethane